6-acetamido-N-[(1S,2S)-2-[(4-chlorophenoxy)methyl]cyclopentyl]-3-pyrimidin-2-yl-pyridine-2-carboxamide C(C)(=O)NC1=CC=C(C(=N1)C(=O)N[C@@H]1[C@H](CCC1)COC1=CC=C(C=C1)Cl)C1=NC=CC=N1